BrCCC(=O)OC(C)(C)C tert-butyl 3-bromopropanoate